CC=1NC(=C(C(C1C(C)=O)C=1C2=C(SC1)C=CC(=C2)C(=O)N2CCN(CC2)C)C(C)=O)C 1,1'-(2,6-dimethyl-4-(5-(4-methylpiperazine-1-carbonyl)benzo[b]thiophen-3-yl)-1,4-dihydropyridin-3,5-diyl)bis(ethan-1-one)